4-bromo-1-(2-(3,3-difluoropyrrolidin-1-yl)-2-oxoethyl)-1'-(1H-indazole-5-carbonyl)spiro[indoline-3,4'-piperidin]-2-one BrC1=C2C(=CC=C1)N(C(C21CCN(CC1)C(=O)C=1C=C2C=NNC2=CC1)=O)CC(=O)N1CC(CC1)(F)F